5,5'-diallyl-2,2'-biphenyldiglycidyl ether C(C=C)C1=CC=C2C(=C1)C=1C(=CC=C(C1)CC=C)C1C(COCC3C2O3)O1